pyridinesulfonate N1=C(C=CC=C1)S(=O)(=O)[O-]